FC(C1=NC(=NO1)C=1C=NC(=NC1)N1C2CN(C(C1)C2)C(=O)OC(C)(C)C)(F)F tert-butyl 5-(5-(5-(trifluoromethyl)-1,2,4-oxadiazol-3-yl)pyrimidin-2-yl)-2,5-diazabicyclo[2.2.1]heptane-2-carboxylate